3-[4-(2-oxoethyl)phenyl]propanoic acid O=CCC1=CC=C(C=C1)CCC(=O)O